homomorpholine HCl Cl.N1CCOCCC1